phenyl-N-(p-tolyl)glycine C1(=CC=CC=C1)N(CC(=O)O)C1=CC=C(C=C1)C